6-(benzo[b]thiophen-6-yl)-N-(5,6-difluoro-1H-indol-3-yl)-3,4-dihydroisoquinoline-2(1H)-carboxamide S1C2=C(C=C1)C=CC(=C2)C=2C=C1CCN(CC1=CC2)C(=O)NC2=CNC1=CC(=C(C=C21)F)F